COC(=O)C1=CC=C(C=C1)CBr methyl (4-bromomethyl)benzoate